4-[(1S,3R,4S,5R)-5-{[5-cyclopropyl-3-(2,6-dichlorophenyl)-1,2-oxazol-4-yl]methoxy}-3-methyl-2-azabicyclo[2.2.1]heptan-2-yl]-3-fluorobenzoic acid C1(CC1)C1=C(C(=NO1)C1=C(C=CC=C1Cl)Cl)CO[C@H]1[C@@H]2[C@H](N([C@H](C1)C2)C2=C(C=C(C(=O)O)C=C2)F)C